OCC=1N=NN(C1CO)CC(=O)OCC ethyl 4,5-bis(hydroxymethyl)-1H-1,2,3-triazole-1-acetate